glucose-13C2 O=[13CH][13C@H](O)[C@@H](O)[C@H](O)[C@H](O)CO